N-guanidinosuccinimide N(C(=N)N)N1C(CCC1=O)=O